Cl.NCC(CO)CO (+/-)-2-(aminomethyl)propane-1,3-diol hydrochloride